CC(CO)CC(C)O 2-methyl-1,4-pentylene glycol